Ethyl (Z)-2-cinnamamido-3-phenylacrylate C(C=CC1=CC=CC=C1)(=O)N\C(\C(=O)OCC)=C/C1=CC=CC=C1